FC1=C(C=CC=C1)C1=CC(=CN1S(=O)(=O)C=1C=NC=CC1)CO 5-(2-fluorophenyl)-1-(3-pyridylsulfonyl)-1H-pyrrole-3-methanol